C(C)(C)NC(=O)C1=NC(=NC2=CC=C(C=C12)N1C[C@H](N([C@H](C1)C)C(=O)OC(C)(C)C)C)C1=CC2=CN(N=C2C(=C1OCOC)C)C tert-butyl (2R,6S)-4-[4-(isopropylcarbamoyl)-2-[6-(methoxymethoxy)-2,7-dimethylindazol-5-yl]quinazolin-6-yl]-2,6-dimethylpiperazine-1-carboxylate